CC1=CC(=NN1C=1C=C2C=CN(C2=CC1)CC1=CC=C(C=C1)N1CCN(CC1)C)C(=O)N 5-Methyl-1-(1-(4-(4-methylpiperazin-1-yl)benzyl)-1H-indol-5-yl)-1H-pyrazol-3-carboxamid